CN(C(CO)(C)C)C 2-dimethylamino-2-methylpropanol